3-(bis(2-hydroxydodecyl)amino)propyl (4-(bis(2-hydroxydodecyl)amino)butanoyl)-L-tryptophanate OC(CN(CCCC(=O)N[C@@H](CC1=CNC2=CC=CC=C12)C(=O)OCCCN(CC(CCCCCCCCCC)O)CC(CCCCCCCCCC)O)CC(CCCCCCCCCC)O)CCCCCCCCCC